2-(2-(1,3-dioxolan-2-yl)ethoxy)isoindoline-1,3-dione O1C(OCC1)CCON1C(C2=CC=CC=C2C1=O)=O